C[SiH]1C[SiH](CCC1)C 1,3-dimethyl-1,3-disilacyclohexane